acetenyl-hexafluoroisopropanol C(#C)C(C(F)(F)F)(C(F)(F)F)O